ClC1=C(C=CC=2N=C(SC21)C)C2=CNC=1N=CN=C(C12)C#N 5-(7-chloro-2-methylbenzo[d]thiazol-6-yl)-7H-pyrrolo[2,3-d]pyrimidine-4-carbonitrile